C(C)OC(N(CC(OC)OC)C(C)C=C)=O But-3-en-2-yl-(2,2-dimethoxyethyl)carbamic acid ethyl ester